CN1C(CCCC1)C(=O)O methyl-pipecolinic acid